(2R,3R,4S,5R)-2-(5-bromo-4-chloro-7H-pyrrolo[2,3-d]pyrimidin-7-yl)-5-(but-3-en-1-yl)tetrahydrofuran BrC1=CN(C=2N=CN=C(C21)Cl)[C@@H]2O[C@@H](CC2)CCC=C